C(C1=CC=CC=C1)(=O)N1C(N(CC1)C(C1=CC=CC=C1)=O)=O dibenzoyl-2-oxoimidazolidin